(E)-3-(2-amino-4-imidazolyl)-2-butenoic acid NC=1NC=C(N1)/C(=C/C(=O)O)/C